4-fluoro-2-(1-((3-(1-(2-hydroxycyclohexyl)-1H-pyrazol-4-yl)pyrazolo[1,5-a]pyrimidin-5-yl)amino)ethyl)phenol FC1=CC(=C(C=C1)O)C(C)NC1=NC=2N(C=C1)N=CC2C=2C=NN(C2)C2C(CCCC2)O